N2-(4-(1H-pyrrol-1-yl)phenyl)-N4-(benzo[d][1,3]dioxol-5-yl)-5-(trifluoromethyl)pyrimidine-2,4-diamine N1(C=CC=C1)C1=CC=C(C=C1)NC1=NC=C(C(=N1)NC1=CC2=C(OCO2)C=C1)C(F)(F)F